1-hydroxy-3H-2,1-benzoxazol ON1OCC2=C1C=CC=C2